(5-(difluoromethyl)thiazol-2-yl)methanol FC(C1=CN=C(S1)CO)F